[1-({7-Amino-5-methyl-[1,2,5]oxadiazolo[3,4-b]pyridin-6-yl}methyl)-1H-pyrazol-3-yl]boronic acid NC=1C=2C(N=C(C1CN1N=C(C=C1)B(O)O)C)=NON2